CC1=CC=C(C=C1)S(=O)(=O)[O-].C1(CCCC1)CCCO[N+]1=C(C=C(C=C1C)C)C 1-(3-Cyclopentylpropoxy)-2,4,6-trimethylpyridin-1-ium 4-methylbenzenesulfonate